ClC1=C(C=CC=C1)[C@H]1CC[C@H](N1C(=O)C1CCN(CC1)C1=C(C=C(C=C1)C(F)(F)F)S(=O)(=O)C)C(=O)O (2S,5R)-5-(2-chlorophenyl)-1-(1-(2-(methylsulfonyl)-4-(trifluoromethyl)phenyl)piperidine-4-carbonyl)pyrrolidine-2-carboxylic acid